(S)-N-(4-fluoro-3-methylphenyl)-1-(5-(5-methyl-3-(trifluoromethyl)-1H-pyrazole-4-carbonyl)-1H-pyrrole-2-carbonyl)pyrrolidine-3-carboxamide FC1=C(C=C(C=C1)NC(=O)[C@@H]1CN(CC1)C(=O)C=1NC(=CC1)C(=O)C=1C(=NNC1C)C(F)(F)F)C